di(hydroxyethyl)phosphinic acid OCCP(O)(=O)CCO